6-(tert-butyl)-2-oxo-10-(3-(trifluoromethoxy)propoxy)-6,7-dihydro-2H-pyrido[2',1':3,4]pyrazino[1,2-b]indazole-3-carboxylic acid C(C)(C)(C)C1N2C(C=3N(N=C4C(=CC=CC34)OCCCOC(F)(F)F)C1)=CC(C(=C2)C(=O)O)=O